1,5,7-trimethyl-3-((1-(2-methylphenyl)-3-azabicyclo[3.1.0]hex-3-yl)carbonyl)-1,5-dihydro-4H-pyrrolo[3,2-c]pyridin-4-one CN1C=C(C=2C(N(C=C(C21)C)C)=O)C(=O)N2CC1(CC1C2)C2=C(C=CC=C2)C